ClC=1N=C(C2=C(N1)COC2)NC2=CC(=CC=C2)NS(=O)(=O)C(C)(C)C 2-Chloro-N4-(3-[(1,1-dimethylethyl)sulfonamido]phenyl)-5,7-dihydrofuro[3,4-d]pyrimidine-4-amine